4-{2-[(7-trifluoromethylquinolin-4-yl)amino]Benzoyl}piperazine FC(C1=CC=C2C(=CC=NC2=C1)NC1=C(C(=O)N2CCNCC2)C=CC=C1)(F)F